C(C=1C(C(=O)[O-])=CC=CC1)(=O)OCCCCC mono(n-pentyl) Phthalate